BrC(C(=O)NC1=NC=C(C=C1)OC1=CC=C(C=C1)Cl)C 2-bromo-N-[5-(4-chlorophenoxy)pyridin-2-yl]propanamide